1-((5-(5-(difluoromethyl)-1,3,4-oxadiazol-2-yl)-3-fluoropyridin-2-yl)methyl)-1H-1,2,3-triazole FC(C1=NN=C(O1)C=1C=C(C(=NC1)CN1N=NC=C1)F)F